COC=1C=C(C(=O)NC=2SC3=C(N2)C=CC(=C3)C(=O)O)C=CN1 2-(2-methoxyisonicotinamido)benzo[d]thiazole-6-carboxylic acid